2-cyclopropyl-7-methyl-5-nitrobenzo[d]oxazol-6-ol C1(CC1)C=1OC2=C(N1)C=C(C(=C2C)O)[N+](=O)[O-]